7-(4-fluorobenzyl)-2,3-dihydro-1H-pyrido[2,3-b][1,4]oxazin-6-ol FC1=CC=C(CC2=CC3=C(OCCN3)N=C2O)C=C1